ClC1=C(C=CC(=C1)OC1=CC=CC=C1)C(C1=CNC2=C1C1=C(N(C([C@](N1)(C)COC)=O)C([2H])([2H])[2H])C=N2)O (2S)-9-((2-chloro-4-phenoxyphenyl)(hydroxy)methyl)-2-(methoxymethyl)-2-methyl-4-(methyl-d3)-1,2,4,7-tetrahydro-3H-pyrrolo[3',2':5,6]pyrido[3,4-b]pyrazin-3-one